O[C@H]1C[C@H](N(C1)CC1=CC2=C(NC(=N2)C=2C(=C(C=CC2)C2=CC=CC=C2)C)C=C1)C(=O)O (2S,4S)-4-hydroxy-1-((2-(2-methyl-[1,1'-biphenyl]-3-yl)-1H-benzo[d]imidazol-5-yl)methyl)pyrrolidine-2-carboxylic acid